O=C1C(C[C@H](N)C(=O)O)=C2C=CC=CC2=N1 2-oxo-tryptophan